(S)-4-(((1-acetylpiperidin-4-yl)amino)methyl)-N-(3-(3'-chloro-6-methoxy-5-((((5-oxopyrrolidin-2-yl)methyl)amino)methyl)-[2,4'-bipyridin]-2'-yl)-2-methylphenyl)-5-methoxypicolinamide C(C)(=O)N1CCC(CC1)NCC1=CC(=NC=C1OC)C(=O)NC1=C(C(=CC=C1)C1=NC=CC(=C1Cl)C1=NC(=C(C=C1)CNC[C@H]1NC(CC1)=O)OC)C